3-[tert-butoxycarbonyl-(methoxy)amino]-2-chloro-4-methylsulfonyl-benzoic acid ethyl ester C(C)OC(C1=C(C(=C(C=C1)S(=O)(=O)C)N(OC)C(=O)OC(C)(C)C)Cl)=O